NC1=CC=C(C=C1)C=1C(=NN(C1C)C(=O)OC(C)(C)C)C tert-butyl 4-(4-aminophenyl)-3,5-dimethyl-1H-pyrazole-1-carboxylate